5-(dimethylamino)-N-((6-formylimidazo[1,2-a]pyridin-2-yl)methyl)nicotinamide CN(C=1C=NC=C(C(=O)NCC=2N=C3N(C=C(C=C3)C=O)C2)C1)C